(R)-3-((1-(3,6-dimethyl-4-oxo-2-phenyl-3,4-dihydroquinazolin-8-yl)ethyl)amino)-6-fluoropicolinic acid CN1C(=NC2=C(C=C(C=C2C1=O)C)[C@@H](C)NC=1C(=NC(=CC1)F)C(=O)O)C1=CC=CC=C1